C(C)OC(=O)C=1N=CN(C1)[C@@H](C)C1CC1 1-[(1S)-1-cyclopropylethyl]1H-imidazole-4-carboxylic acid ethyl ester